O=C1C2C3(NCC(CC3N1)C2)C(=O)N oxooctahydro-3aH-3,6-methanopyrrolo[3,2-b]pyridine-3a-carboxamide